4-(5-mercaptopyrazin-2-yl)spiro[cyclohexane-1,2'-indene] SC=1N=CC(=NC1)C1CCC2(C=C3C=CC=CC3=C2)CC1